N(=[N+]=[N-])CC1=CC=C(CN2C[C@@H](C[C@H](C2)C2=CC=C(C=C2)N=[N+]=[N-])CC(=O)O)C=C1 2-((3S,5S)-1-(4-(azidomethyl)benzyl)-5-(4-azidophenyl)piperidin-3-yl)acetic acid